C(CCCCCCCCCCC)OC(CCC(CP(O)(O)=O)C(=O)OC(C)(C)C)=O 5-dodecyloxy-2-(t-butoxycarbonyl)-5-oxopentylphosphonic acid